cyclobutyl-((5-(3-methyl-4-(trifluoromethoxy)phenyl)thiophen-2-yl)methyl)quinoxaline-2-carboxamide C1(CCC1)C1=C2N=C(C(=NC2=CC=C1)C(=O)N)CC=1SC(=CC1)C1=CC(=C(C=C1)OC(F)(F)F)C